FC(C(=O)O)(F)F.N1(CCCCC1)C1=CC=C(C=C1)SC=1N=NNC1C(=O)O 4-((4-(piperidin-1-yl)phenyl)thio)-1H-1,2,3-triazole-5-carboxylic acid 2,2,2-trifluoroacetate